CC(C)=CCCC=C(C)C (E)-2,7-dimethyloct-2,6-diene